N[C@@H](C(=O)NC=1N=C(SC1)C#C)CC1=CC=CC=C1 (R)-2-amino-N-(2-ethynylthiazol-4-yl)-3-phenylpropanamide